ClCCN(C1=CC(=C(C=C1)[N+](=O)[O-])OC)CCCl bis-(2-chloroethyl)-(3-Methoxy-4-nitrophenyl)-amine